BrC1=C(N=CN1CC(=O)N1CC2(COC2)CC1)C1=CC=C(C=C1)F 2-[5-bromo-4-(4-fluorophenyl)-1H-imidazol-1-yl]-1-{2-oxa-6-azaspiro[3.4]octan-6-yl}ethan-1-one